C(C)OCC1=NN(C(C=2N1C1=C(C2)C=CS1)=O)CC(=O)O 2-(8-(ethoxymethyl)-5-oxothieno[3',2':4,5]pyrrolo[1,2-d][1,2,4]triazin-6(5H)-yl)acetic acid